O1COC2=C1C=CC(=C2)CC=O 2-(benzo[d][1,3]dioxol-5-yl)acetaldehyde